(5-Phenyl-1,3,4-thiadiazol-2-yl)methylamine C1(=CC=CC=C1)C1=NN=C(S1)CN